NC1=NC=2C=CC(=CC2C=2N1C=NN2)C(=O)N(C2COC1=C2C=CC(=C1)C(F)(F)F)CC 5-amino-N-ethyl-N-(6-(trifluoromethyl)-2,3-dihydrobenzofuran-3-yl)-[1,2,4]triazolo[4,3-c]quinazoline-9-carboxamide